N-(2-(dimethylamino)ethyl)-2,6-dihydroxy-N,5'-dimethyl-4-pentyl-1',2',3',4'-tetrahydro-[1,1'-biphenyl]-3-carboxamide CN(CCN(C(=O)C=1C(=C(C(=CC1CCCCC)O)C1CCCC(=C1)C)O)C)C